[(E)-(1-oxo-1-phenylpropan-2-ylidene)amino] benzenesulfonate C1(=CC=CC=C1)S(=O)(=O)O/N=C(/C(C1=CC=CC=C1)=O)\C